BrC1=CC=C(C=C1)[C@]12[C@](C3=C(C=NC=C3OC)O1)([C@@H]([C@@H]([C@H]2C2=CC=CC=C2)CN(CC2=CC=NN2C)C)O)O (4bS,5R,6S,7S,7aR)-7a-(4-bromophenyl)-4-methoxy-6-((methyl((1-methyl-1H-pyrazol-5-yl)methyl)amino)methyl)-7-phenyl-5,6,7,7a-tetrahydro-4bH-cyclopenta[4,5]furo[2,3-c]pyridine-4b,5-diol